N-(4-nitrophenylethyl)quinolin-4-amine [N+](=O)([O-])C1=CC=C(C=C1)CCNC1=CC=NC2=CC=CC=C12